C(=C)N1C(C2=CC=CC=C2C1=O)=O 2-(Vinyl)isoindoline-1,3-dione